4-chloro-pyrido[2,3-d]pyrimidine ClC=1C2=C(N=CN1)N=CC=C2